ClC1=CC(=C(C=C1)C(CC(C(=O)O)=C)O)C=1C=NN(C1)CCN1CCOCC1 4-(4-chloro-2-(1-(2-morpholinoethyl)-1H-pyrazol-4-yl)phenyl)-4-hydroxy-2-methylenebutanoic acid